ClC1=C(N=C(C(=N1)C(=O)OC)NC=1C(=NN(C1)CC(F)(F)F)C)NC methyl 6-chloro-5-(methylamino)-3-[[3-methyl-1-(2,2,2-trifluoroethyl)pyrazol-4-yl]amino]pyrazine-2-carboxylate